O=C1C(=CC(=CN1)CCNC(=O)N1CCN(CC1)C1=NC=C(C=N1)C(F)(F)F)C(F)(F)F N-(2-(6-oxo-5-(trifluoromethyl)-1,6-dihydropyridin-3-yl)ethyl)-4-(5-(Trifluoromethyl)pyrimidin-2-yl)piperazine-1-carboxamide